2-(benzofuran-5-yl)-N-benzyl-7-(3,4-dichlorobenzoyl)-3-oxo-6,8-dihydro-5H-imidazo[1,5-a]pyrazine-1-carboxamide O1C=CC2=C1C=CC(=C2)N2C(N1C(CN(CC1)C(C1=CC(=C(C=C1)Cl)Cl)=O)=C2C(=O)NCC2=CC=CC=C2)=O